(mesitylene-2,4,6-triyl)tri-p-cresol SODIUM [Na].C1(=C(C(=C(C(=C1C1=CC(=CC=C1O)C)C)C1=CC(=CC=C1O)C)C)C1=CC(=CC=C1O)C)C